N-[(2S)-1-(2-fluoroethoxy)-4-methylpent-2-yl]-5-(3-methoxyazetidin-1-yl)-6-[(oxetan-3-yl)methoxy]pyridine-2-carboxamide FCCOC[C@H](CC(C)C)NC(=O)C1=NC(=C(C=C1)N1CC(C1)OC)OCC1COC1